C(CCCCCCC\C=C/C\C=C/CCCCC)(=O)[O-] linoleate